C(C)N1C(=CC2=CC(=CC(=C12)C=1C(=NC(=CC1)C)CC)C(=O)N1CCN(CC1)C1=NC=C(C=C1OC)F)C=1CNCCC1 (1-Ethyl-7-(2-ethyl-6-methylpyridin-3-yl)-2-(1,2,5,6-tetrahydropyridin-3-yl)-1H-indol-5-yl)(4-(5-fluoro-3-methoxypyridin-2-yl)piperazin-1-yl)methanone